FC(C(=O)OS(O)(=O)=O)(F)F TRIFLUOROACETYLSULFURIC ACID